C(N)(=O)C1=CC=C(C=C1)C[C@@H](CNC(C[C@@H](C1(CC1)C(F)(F)F)C1=CC=CC=C1)=O)NC(OC(C)(C)C)=O tert-butyl N-[(2S)-1-(4-carbamoylphenyl)-3-[(3R)-3-phenyl-3-[1-(trifluoromethyl)cyclopropyl]propanamido]propan-2-yl]carbamate